N-(tert-butyl)-2-((2-(pyrimidin-2-yl)-6,7-dihydro-5H-cyclopenta[d]Pyrimidin-4-yl)amino)acetamide C(C)(C)(C)NC(CNC=1C2=C(N=C(N1)C1=NC=CC=N1)CCC2)=O